C(C)(C)OC1=C(C=C(C=C1)C(=O)N1CCC2(CC1)C=1N(CCN2C)C(=CC1)C(F)(F)F)C (4-isopropoxy-3-methylphenyl)-[2-methyl-6-(trifluoromethyl)spiro[3,4-dihydropyrrolo[1,2-a]pyrazine-1,4'-piperidine]-1'-yl]methanone